7-[[5-(4-methylpiperazin-1-yl)-2-pyridinyl]amino]-4-(2-pyridinyl)isoindolin-1-one CN1CCN(CC1)C=1C=CC(=NC1)NC=1C=CC(=C2CNC(C12)=O)C1=NC=CC=C1